3-Amino-4-(3-fluorophenyl)-1H-benzo[h]quinolin-2-one NC=1C(NC2=C3C(=CC=C2C1C1=CC(=CC=C1)F)C=CC=C3)=O